C(CCC)/C(/C(=O)[O-])=C/C(=O)[O-].C(CCC)/C(/C(=O)[O-])=C/C(=O)[O-].C(CCCCCCC)[Sn+4]CCCCCCCC dioctyltin bis(butylmaleate)